3,4,4-trifluorobut-3-en-1-yl 2-(3-(trifluoromethyl)-1H-pyrazol-1-yl)acetate FC(C1=NN(C=C1)CC(=O)OCCC(=C(F)F)F)(F)F